(R)-3-({4-[6-(2,3-Dihydro-benzo[1,4]dioxin-5-yl)-2-methoxy-pyridin-3-ylamino]-benzylamino}-methyl)-morpholin O1CCOC2=C1C=CC=C2C2=CC=C(C(=N2)OC)NC2=CC=C(CNC[C@H]1NCCOC1)C=C2